4-nitro-1-(tetrahydro-2H-pyran-2-yl)-1H-imidazole [N+](=O)([O-])C=1N=CN(C1)C1OCCCC1